5-Bromo-8-methoxy-2,3-dihydrobenzo[b][1,4]dioxine BrC1=CC=C(C=2OCCOC21)OC